N-[(6-methylpyridin-3-yl)methyl]-1,3-thiazole-5-carboxamide CC1=CC=C(C=N1)CNC(=O)C1=CN=CS1